3-[2-carboxy-4-(2H-1,2,3-triazol-4-yl)benzamido]-3',4'-difluoro-[1,1'-biphenyl] C(=O)(O)C1=C(C(=O)NC=2C=C(C=CC2)C2=CC(=C(C=C2)F)F)C=CC(=C1)C1=NNN=C1